Thiazolo[4,5-b]pyridine-2-amine S1C(=NC2=NC=CC=C21)N